C(C)(C)(C)C1=C(C=CC(=C1)C(C)(C)C)OP(OC1=C(C=C(C=C1)C(C)(C)C)C(C)(C)C)OC1=C(C=C(C=C1)C(C)(C)C)C(C)(C)C tris[2,4-di-tert-butylphenyl]phosphite